((7-chloro-4-(hydroxymethyl)-2,3-dihydrobenzofuran-5-yl)methyl)(methyl)carbamic acid tert-butyl ester C(C)(C)(C)OC(N(C)CC=1C=C(C2=C(CCO2)C1CO)Cl)=O